2-mercaptoethan-1,1-d2-1-ol SCC(O)([2H])[2H]